ClC=1C=C(C=CC1)C(CC1=NC=CC=C1C)C 2-(2-(3-Chlorophenyl)propyl)-3-methylpyridine